BrC1=NC=CC(=C1Cl)N1C(C(=C(C=C1C)O)Cl)=O 2'-bromo-3,3'-dichloro-4-hydroxy-6-methyl-2H-[1,4'-bipyridin]-2-one